5,3,5-trimethylhexanoic acid CC(CC(CC(=O)O)C)(C)C